N1(CCC1)S(=O)(=O)C1CC(C1)NC 3-(azetidin-1-ylsulfonyl)-N-methylcyclobutan-1-amine